ClC1=C(CNC=2C=NC=CC2C(=O)O)C=CC(=C1)Cl 3-[(2,4-dichlorobenzyl)amino]pyridine-4-carboxylic acid